NC1=NC=NN2C1=C(C=C2C=2C=CC(N(C2)[C@@H]2CN(CC2)C(=O)C2CCCC2)OC)C(F)(F)F 5-[4-amino-5-(trifluoromethyl)pyrrolo[2,1-f][1,2,4]triazin-7-yl]-N-[(3S)-1-cyclopentanecarbonylpyrrolidin-3-yl]-2-methoxypyridine